3-(1-((3-Fluorooxetan-3-yl)methyl)-1H-pyrazolo[4,3-c]pyridin-6-yl)-1H-pyrazol-4-amine FC1(COC1)CN1N=CC=2C=NC(=CC21)C2=NNC=C2N